C(C1=CC=CC=C1)C1(CCC1)OC(=O)N[C@@H](CC(C)C)C(=O)OC Methyl ((1-benzylcyclobutoxy)carbonyl)-L-Leucinate